O=C1N(CC2(CCCC2)C(C1)=O)C(=O)OC(C)(C)C tert-butyl 8,10-dioxo-7-azaspiro[4.5]decane-7-carboxylate